NC1=NNC=2C1=NC(=CC2)C2=C(C=C(C=C2)S(=O)(=O)NC2CC(C2)(F)F)Cl 4-(3-amino-1H-pyrazolo[4,3-b]pyridin-5-yl)-3-chloro-N-(3,3-difluorocyclobutyl)benzenesulfonamide